C1=CC(=CC(=C1)[N+](=O)[O-])NCCN N1-(3-Nitrophenyl)ethane-1,2-diamine